C(C)(C)(C)OC(=O)N1C(CCC1)C=1C=C(C=C2C=CN=CC12)Cl 8-(1-(tert-butoxycarbonyl)pyrrolidin-2-yl)-6-chloro-isoquinolin